(6-chloro-5-cyclopropyl-4-methylpyridazin-3-yl)-1,3-benzothiazol-2-amine ClC1=C(C(=C(N=N1)C1=CC=CC2=C1N=C(S2)N)C)C2CC2